5-phenyl-sulfonyl-2-(2-hydroxy-3,5-di-t-butylphenyl)-2H-benzotriazole C1(=CC=CC=C1)S(=O)(=O)C1=CC=2C(=NN(N2)C2=C(C(=CC(=C2)C(C)(C)C)C(C)(C)C)O)C=C1